4-(5-(2-methyl-5-(3-(2-oxopiperidin-1-yl)propoxy)phenyl)pyridin-2-yl)-4H-1,2,4-triazole-3-carboxamide CC1=C(C=C(C=C1)OCCCN1C(CCCC1)=O)C=1C=CC(=NC1)N1C(=NN=C1)C(=O)N